BrC=1C(=NN(C1C=1C=NC(=CC1)F)C1=C(C=CC=C1)F)SCC(=O)OCC ethyl {[4-bromo-1-(2-fluorophenyl)-5-(6-fluoropyridin-3-yl)-1H-pyrazolyl]sulfanyl}acetate